O-alanyl-CoA N[C@@H](C)C(=O)O[C@H](C(COP(OP(OC[C@@H]1[C@H]([C@H]([C@@H](O1)N1C=NC=2C(N)=NC=NC12)O)OP(=O)(O)O)(=O)O)(=O)O)(C)C)C(=O)NCCC(=O)NCCS